ICCOCCOCCS(=O)C1=C2CN(C(C2=CC=C1)=O)C1CNCCC1 3-(4-(2-(2-(2-iodoethoxy)ethoxy)ethylsulfinyl)-1-oxoisoindolin-2-yl)piperidine